FC1(C(C1)C(=O)NC1=NC=CC(=C1)C1=NC(=NC=C1)NC=1C=NN(C1)C1CCN(CC1)C(=O)OC(C)(C)C)F Tert-butyl 4-(4-((4-(2-(2,2-difluorocyclopropane-1-carboxamido)pyridin-4-yl)pyrimidin-2-yl)amino)-1H-pyrazol-1-yl)piperidine-1-carboxylate